2-(Dimethylamino)ethyl (6-chloro-1-(7-methoxy-2-oxo-1,2,3,4-tetrahydroquinolin-6-yl)-1H-pyrazolo[4,3-c]pyridin-3-yl)carbamate ClC1=CC2=C(C=N1)C(=NN2C=2C=C1CCC(NC1=CC2OC)=O)NC(OCCN(C)C)=O